(phenyl)[(phenyl)(dimethylfluorenyl)triazinyl]dibenzoselenophene tert-Butyl-7-(3-bromo-2,5-difluorophenyl)-2-azaspiro[3.5]non-6-ene-2-carboxylate C(C)(C)(C)OC(=O)N1CC2(C1)CC=C(CC2)C2=C(C(=CC(=C2)F)Br)F.C2(=CC=CC=C2)C2=C(C1=C([Se]C3=C1C=CC=C3)C=C2)C2=NN=NC(=C2C2=C(C(=CC=3C1=CC=CC=C1CC23)C)C)C2=CC=CC=C2